NC1=NC(=NN1C(=O)C1=C(C=CC=C1F)F)NC1=CC=C(C=C1)S(=O)(=O)N 4-({5-Amino-1-[(2,6-Difluorophenyl)carbonyl]-1h-1,2,4-Triazol-3-Yl}amino)benzenesulfonamide